ClC1=C(C=C(C=C1)F)N=C(N)C1=C(C=2N(N=C1)C=C(C2)B2OC(C(O2)(C)C)(C)C)N[C@@H]2CC[C@H](CC2)NC(OC(C)(C)C)=O tert-butyl [trans-4-[[3-[N'-(2-chloro-5-fluorophenyl)carbamimidoyl]-6-(4,4,5,5-tetramethyl-1,3,2-dioxaborolan-2-yl)pyrrolo[1,2-b]pyridazin-4-yl]amino]cyclohexyl]carbamate